C1(=CC=CC=C1)C(C=C)(O)C1=CC=C(C=C1)Br 1-phenyl-1-(4-bromophenyl)-2-propen-1-ol